[N+](=O)([O-])C1=CC=C(/C=C/C=2NC3=NC=NC(=C3N2)N)C=C1 (E)-8-(4-nitrostyryl)-9H-purin-6-amine